C1(OC2=CC=C(C=C2)C2(CCCCC2)C2=CC=C(C=C2)O1)=O (4,4'-cyclohexylidenediphenyl) carbonate